4-(3-(3-(but-3-yn-1-ylamino)azetidine-1-carbonyl)-4-fluorobenzyl)phthalazin-1(2H)-one C(CC#C)NC1CN(C1)C(=O)C=1C=C(CC2=NNC(C3=CC=CC=C23)=O)C=CC1F